N-(2-Aminophenyl)-benzamide NC1=C(C=CC=C1)NC(C1=CC=CC=C1)=O